FC(CN1N=CC=2C1=NC(=CN2)N2CCC1(CC(N(C1)C1=NC=CC(=C1)C(F)(F)F)C)CC2)F 8-(1-(2,2-difluoroethyl)-1H-pyrazolo[3,4-b]pyrazin-6-yl)-3-methyl-2-(4-(trifluoromethyl)pyridin-2-yl)-2,8-diazaspiro[4.5]decane